C(CCC)N1N=CC=2CC(CCC12)N (1-butyl-4,5,6,7-tetrahydro-1H-indazol-5-yl)-amine